CN1CCN(CC1)C(=O)C=1C=C2C=CC(=CC2=CC1)CCNC1=CC=NC2=CN=C(C=C12)C#N 4-((2-(6-(4-methylpiperazin-1-carbonyl)naphth-2-yl)ethyl)amino)-1,7-naphthyridine-6-carbonitrile